CN1CC2=C(CC1)N=C(S2)C(=O)[O-] 4,5,6,7-tetrahydro-5-methylthiazolo[5,4-c]pyridine-2-carboxylate